5-[3-[(1R)-1-[2-[(4,4-difluorocyclohexyl)amino]-4-pyridyl]-2,2-difluoro-ethoxy]-1-methyl-pyrazolo[3,4-c]pyridazin-5-yl]-1H-pyrimidine-2,4-dione FC1(CCC(CC1)NC1=NC=CC(=C1)[C@H](C(F)F)OC1=NN(C2=NN=C(C=C21)C=2C(NC(NC2)=O)=O)C)F